1-(4-(3-(4-amino-2-(ethoxymethyl)-1-(3-hydroxy-2-(hydroxymethyl)-2-methylpropyl)-1H-imidazo[4,5-c]quinolin-7-yl)propyl)piperazin-1-yl)-2-methoxyethan-1-one NC1=NC=2C=C(C=CC2C2=C1N=C(N2CC(CO)(C)CO)COCC)CCCN2CCN(CC2)C(COC)=O